ClC=1C=NC=CC1OC=1C=C2CCC(NC2=CC1)=O 6-((3-chloropyridin-4-yl)oxy)-3,4-dihydroquinolin-2(1H)-one